N-(1-Adamantylmethyl)-6-[4-[[3-ethoxy-5-(5-hydroxypyridin-3-yl)phenyl]methyl]piperazin-1-yl]-N-methylpyridazine-3-carboxamide C12(CC3CC(CC(C1)C3)C2)CN(C(=O)C=2N=NC(=CC2)N2CCN(CC2)CC2=CC(=CC(=C2)C=2C=NC=C(C2)O)OCC)C